2-(2,2-difluoroethoxy)-N-[(oxacyclopentane-2-yl)methyl]pyridine-3-carboxamide FC(COC1=NC=CC=C1C(=O)NCC1OCCC1)F